ClC=1C(=NC=C(C1)C1(NC=C(C(=N1)NC=1C=CC2=C(NC(O2)=O)C1)C)N)C1NCC2CCCCC12 2-[3-chloro-2-(octahydroisoindol-1-yl)pyridin-5-yl]-5-methyl-N4-(2-oxo-2,3-dihydro-1,3-benzoxazol-5-yl)-2,4-pyrimidinediamine